N-(1-((3-chloro-2-fluorophenyl)amino)-6-methylisoquinolin-5-yl)-4-((2,4-dimethoxybenzyl)amino)-7H-pyrrolo[2,3-d]pyrimidine-7-carboxamide ClC=1C(=C(C=CC1)NC1=NC=CC2=C(C(=CC=C12)C)NC(=O)N1C=CC2=C1N=CN=C2NCC2=C(C=C(C=C2)OC)OC)F